CC(C)(CCCCC)O 2-methyl-2-heptanol